NC1=C(C=NN1C1(CC1)C(F)(F)F)C(=O)O 5-Amino-1-(1-(trifluoromethyl)cyclopropyl)-1H-pyrazole-4-carboxylic acid